C(C)(C)(C)OC(NCCCNC(=O)C=1C=CC=C2C1N=C(O2)SCC2=CC=C(C=C2)Cl)=O (3-(2-((4-chlorobenzyl)thio)benzo[d]oxazole-4-carboxamido)propyl)carbamic acid tert-butyl ester